t-butoxycarbonyl-2-(aminopropyl)oxazoline tert-butyl-4-(3-nitrobenzamido)piperidine-1-carboxylate C(C)(C)(C)OC(=O)N1CCC(CC1)NC(C1=CC(=CC=C1)[N+](=O)[O-])=O.C(C)(C)(C)OC(=O)C1N=C(OC1)CCCN